FC(C1=CN=C2N1N=C(C=C2)C2=CNC=1N=C(N=CC12)NC1=CC(=CC=C1)N1CCN(CC1)C)F 5-(3-(difluoromethyl)imidazo[1,2-b]pyridazin-6-yl)-N-(3-(4-methylpiperazin-1-yl)phenyl)-7H-pyrrolo[2,3-d]pyrimidin-2-amine